ClC=1C2=C(N=CN1)N(C=C2)[C@H]2[C@@H]([C@@]([C@H](C2)CO)(O)C)O (1r,2s,3r,5r)-3-(4-chloro-7H-pyrrolo[2,3-d]pyrimidin-7-yl)-5-(hydroxymethyl)-1-methylcyclopentane-1,2-diol